ammonium maleate salt C(\C=C/C(=O)[O-])(=O)[O-].[NH4+].[NH4+]